BrC1=CC=C2C(=CC=NC2=C1)OCC(=O)C1CCOCC1 2-((7-bromoquinolin-4-yl)oxy)-1-(tetrahydro-2H-pyran-4-yl)ethan-1-one